2-(4-chloro-2-methylphenyl)-3-(pyridin-4-yl)-4,5,6,7-tetrahydropyrazolo[1,5-a]pyrazin-5-ium chloride [Cl-].ClC1=CC(=C(C=C1)C1=NN2C(C[NH2+]CC2)=C1C1=CC=NC=C1)C